4'-({4-[(isopropyl-sulfonyl)-amino]tetrahydrofuran-3-yl}oxy)-N,N-dimethylbi-phenyl-4-carboxamide C(C)(C)S(=O)(=O)NC1C(COC1)OC1=CC=C(C=C1)C1=CC=C(C=C1)C(=O)N(C)C